3-bromo-2-(((cis-4-(3,5-difluorophenyl)cyclohexyl)oxy)methyl)pyridine BrC=1C(=NC=CC1)CO[C@@H]1CC[C@@H](CC1)C1=CC(=CC(=C1)F)F